2-((2-ethyl-5-(4-(2-(3-hydroxyazetidin-1-yl)-2-oxoethyl)piperazin-1-yl)pyrazolo[1,5-a]pyrimidin-3-yl)(methyl)amino)-4-(4-fluorophenyl)thiazole-5-carbonitrile C(C)C1=NN2C(N=C(C=C2)N2CCN(CC2)CC(=O)N2CC(C2)O)=C1N(C=1SC(=C(N1)C1=CC=C(C=C1)F)C#N)C